(6-methoxy-5-(2,4-difluorobenzenesulfonamido)pyridin-3-yl)-N-(1-(3-hydroxypropyl)-1H-pyrazol-4-yl)imidazo[1,2-a]pyridine-3-carboxamide COC1=C(C=C(C=N1)C=1N=C2N(C=CC=C2)C1C(=O)NC=1C=NN(C1)CCCO)NS(=O)(=O)C1=C(C=C(C=C1)F)F